bromo-2-methylpropane BrCC(C)C